(S)-4-amino-6-((1-(3-chloro-6-phenylimidazo[1,2-b]pyridazin-7-yl)ethyl)amino)pyrimidine-5-carbonitrile NC1=NC=NC(=C1C#N)N[C@@H](C)C1=CC=2N(N=C1C1=CC=CC=C1)C(=CN2)Cl